ClC=1C=C2C(=NC(=NC2=C(C1C1=CC(=CC2=CC=CC(=C12)Cl)O)F)N1CC(C1)N(C)C)N1C[C@H]2CC[C@@H](C1)N2C(=O)OC(C)(C)C tert-Butyl (1R,5S)-3-((S or R)-6-chloro-7-(8-chloro-3-hydroxynaphthalen-1-yl)-2-(3-(dimethylamino) azetidin-1-yl)-8-fluoroquinazolin-4-yl)-3,8-diazabicyclo[3.2.1]octane-8-carboxylate